(3R,3aR,6aS)-Hexahydrofuro[2,3-b]furan-3-yl (8-amino-7-fluoro-6-(8-methyl-2,3-dihydro-1H-pyrido[2,3-b][1,4]oxazin-7-yl)isoquinolin-3-yl)carbamate NC=1C(=C(C=C2C=C(N=CC12)NC(O[C@H]1CO[C@@H]2OCC[C@@H]21)=O)C2=C(C1=C(OCCN1)N=C2)C)F